(diphenyltriazinyl)(dibenzoselenophenyl)biphenyl iron(II) bis(hexafluorophosphate) F[P-](F)(F)(F)(F)F.F[P-](F)(F)(F)(F)F.[Fe+2].C1(=CC=CC=C1)C1=C(C(=NN=N1)C=1C(=C(C=CC1)C1=CC=CC=C1)C1=CC=CC=2[Se]C3=C(C21)C=CC=C3)C3=CC=CC=C3